COC1=CC=C(CN2N=C(C=C2N)C2=CN=NC=C2C)C=C1 1-(4-Methoxybenzyl)-3-(5-methylpyridazin-4-yl)-1H-pyrazol-5-amine